C(C)N(CC)CCN(CCOC(OC(CCCCCCCCC)CCCCCC)=O)CCO 3-ethyl-12-hexyl-6-(2-hydroxyethyl)-10-oxo-9,11-dioxa-3,6-diaza-heneicosane